tert-butyl (S)-(1-phenylpyrrolidin-3-yl)carbamate C1(=CC=CC=C1)N1C[C@H](CC1)NC(OC(C)(C)C)=O